ClC=1C=C(C=C(C1)Cl)C=1N=CC=C2C(=C(C=NC12)C(=O)N[C@H]1[C@H](COC2=CC=CC=C12)C)N(C)C |r| 8-(3,5-dichlorophenyl)-4-(dimethylamino)-N-[rac-(3R,4S)-3-methylchroman-4-yl]-1,7-naphthyridine-3-carboxamide